C(#N)N1[C@H]2[C@@H](C[C@@H]1CC2)N(C(=O)C=2C=C1CCN(C1=CC2)C2=NC=CC(=N2)C2CC2)C N-((1R,2R,4S)-7-cyano-7-azabicyclo[2.2.1]heptan-2-yl)-1-(4-cyclopropyl-2-pyrimidinyl)-N-methyl-2,3-dihydro-1H-indole-5-carboxamide